5-(3-(difluoromethyl)-3-hydroxypyrrolidin-1-yl)-2-(trifluoromethyl)pyridin FC(C1(CN(CC1)C=1C=CC(=NC1)C(F)(F)F)O)F